COC(C1=CC=C(C=C1)C=1N(C2=CC=CC=C2C1)C1OC(C2=CC=CC=C12)=O)=O 4-(1-(3-oxo-1,3-dihydroisobenzofuran-1-yl)-1H-indol-2-yl)benzoic acid methyl ester